IC(C)(C)C 2-iodo-2-methylpropane